CS(=O)(=O)NCCN1C(C(=NC2=CC=CC=C12)C=1SC=CC1)=O 1-(2-methylsulfonylaminoethyl)-3-(2-thienyl)-1,2-dihydro-quinoxalin-2-one